4-((3-(7-(((3S,4R)-3-fluoro-1-methylpiperidin-4-yl)amino)-3-(2,2,2-trifluoroethyl)benzo[b]thiophen-2-yl)prop-2-yn-1-yl)amino)-3-methoxy-N-methylbenzamide F[C@H]1CN(CC[C@H]1NC1=CC=CC2=C1SC(=C2CC(F)(F)F)C#CCNC2=C(C=C(C(=O)NC)C=C2)OC)C